(S)-(1-(cyclohexylamino)-1-oxopropan-2-yl)carbamic acid tert-butyl ester C(C)(C)(C)OC(N[C@H](C(=O)NC1CCCCC1)C)=O